(1'R,2'R)-2,6-dihydroxy-5'-(methyl-d3)-2'-(prop-1-en-2-yl)-1',2',3',4'-tetrahydro-[1,1'-biphenyl]-4-yl trifluoromethanesulfonate FC(S(=O)(=O)OC1=CC(=C(C(=C1)O)[C@H]1[C@@H](CCC(=C1)C([2H])([2H])[2H])C(=C)C)O)(F)F